pentafluoroethyl-(pentafluoro)cyclotriphosphazene FC(C(F)(F)F)(F)P1(=NP(=NP(=N1)(F)F)(F)F)F